5-[[2-[(2S,5R)-2-isopropyl-5-methyl-1-piperidyl]-2-oxo-acetyl]amino]pyridine-3-carboxamide C(C)(C)[C@H]1N(C[C@@H](CC1)C)C(C(=O)NC=1C=C(C=NC1)C(=O)N)=O